CS(=O)(=O)OCCOC1=CC(=CC(=C1)CCCCCCCCCCCCCCC)OCCCCCCCCCC 2-(3-(decyloxy)-5-pentadecylphenoxy)ethyl methanesulfonate